C(CCCC(C)C)C1C(CCCC1)(CCCCC(C)C)CCCCC(C)C Triisoheptylcyclohexan